S1SNC=C1 1,2,3-Dithiazol